C(CCCCCCCCCCC)(=O)[O-].C(CCCCCCC)[Sn+3].C(CCCCCCCCCCC)(=O)[O-].C(CCCCCCCCCCC)(=O)[O-] octyltin laurate